1-(4-methoxyphenyl)-3,4-diphenyl-1H-pyrrole-2,5-dione COC1=CC=C(C=C1)N1C(C(=C(C1=O)C1=CC=CC=C1)C1=CC=CC=C1)=O